N-[4-chloro-2-(3-pyridinyl)thiazol-5-yl]-N-ethyl-3-methylsulfanylpropionamide ClC=1N=C(SC1N(C(CCSC)=O)CC)C=1C=NC=CC1